N-(2-(2-tert-butyl-5-methylphenoxy)phenyl)-2-methyl-4-(1-fluoroethyl)-thiazole-5-carboxamide C(C)(C)(C)C1=C(OC2=C(C=CC=C2)NC(=O)C2=C(N=C(S2)C)C(C)F)C=C(C=C1)C